S1C(CCC1)N1N=CC(=N1)C=1SC=CC1 2-(tetrahydrothiophen-2-yl)-4-(thiophen-2-yl)-2H-1,2,3-triazole